ICCC\C=C/CCCCCC(OCCC)OCCC (7Z)-11-iodo-1,1-Dipropyloxy-7-undecene